NC1=C2N=C(N(C2=NC=N1)CC(=O)O)C 2-(6-amino-8-methyl-9H-purin-9-yl)acetic acid